C(#N)C=1C=C(C=CC1)C1=CC(=CS1)C(=O)NC1=NC(=NS1)CC(C)N1CCOCC1 5-(3-cyanophenyl)-N-(3-(2-morpholinopropyl)-1,2,4-thiadiazol-5-yl)thiophene-3-carboxamide